CS(=O)(=O)[O-].[Na+] sodium methanesulfonate